ClC=1C=C(C=C(C1OC1=NNC(C(=C1)C1CCCCC1)=O)Cl)N1C(N(N=CC1=O)CF)=O (3,5-dichloro-4-((5-cyclohexyl-6-oxo-1,6-dihydropyridazin-3-yl)oxy)phenyl)-2-(fluoromethyl)-1,2,4-triazine-3,5(2H,4H)-dione